COC(=O)[C@@H]1C[C@H](CCC1)OC=1C(=NC(=CC1)C=1N=NN(C1C=O)C)C (1S,3S)-3-((6-(5-formyl-1-methyl-1H-1,2,3-triazol-4-yl)-2-methylpyridin-3-yl)oxy)cyclohexane-1-carboxylic acid methyl ester